5-(4-chlorophenyl)-1,3,2,4-dioxathiazole 2-oxide ClC1=CC=C(C=C1)C1=NOS(O1)=O